boron carbonite C([O-])[O-].[B+3].C([O-])[O-].C([O-])[O-].[B+3]